Benzyl (2S,3R)-3-((tert-butoxycarbonyl)amino)-2-((((CIS)-4-phenylcyclohexyl)oxy)methyl)-pyrrolidine-1-carboxylate C(C)(C)(C)OC(=O)N[C@H]1[C@H](N(CC1)C(=O)OCC1=CC=CC=C1)CO[C@@H]1CC[C@@H](CC1)C1=CC=CC=C1